FC1=CC(=C(C=C1)O)[C@@H]1NCCC1 (R)-4-fluoro-2-(pyrrolidin-2-yl)phenol